cyclopentyl-N1-Methyl-ethane-1,2-diamine C1(CCCC1)C(CN)NC